CC(C(=O)O)=CC1=CC=CC=C1 α-methyl-cinnamic acid